[N+](=O)([O-])C1=C(C=CC(=C1)[N+](=O)[O-])NCCCCCC(=O)O N-(2,4-dinitrophenyl)-6-aminocaproic acid